C(C)OC=1C=C(C(=O)OC)C=C(C1C)OCC methyl 3,5-diethoxy-4-methylbenzoate